methacryloxypropyl-tris(vinyl-dimethylsiloxy)silane C(C(=C)C)(=O)OCCC[Si](O[Si](C=C)(C)C)(O[Si](C=C)(C)C)O[Si](C)(C)C=C